3-cyclopropyl-6-[(5-fluoropyridin-2-yl)methyl]-1-{1-[6-(trifluoromethyl)pyridin-3-yl]ethyl}-1h,4h,5h-pyrazolo[3,4-d]pyrimidin-4-one C1(CC1)C1=NN(C=2N=C(NC(C21)=O)CC2=NC=C(C=C2)F)C(C)C=2C=NC(=CC2)C(F)(F)F